(3S)-3-methyl-D-aspartic acid C[C@@H]([C@@H](N)C(=O)O)C(=O)O